ClC1=CC(=C(COC2=CC=CC(=N2)C2=C(C(=C(CC3=NC4=C(N3CC3OCCC3)C=C(C=C4)C(=O)O)C=C2)F)F)C=C1)F 2-(4-(6-(4-Chloro-2-fluorobenzyloxy)pyridin-2-yl)-2,3-difluorobenzyl)-1-((tetrahydrofuran-2-yl)methyl)-1H-benzo[d]imidazole-6-carboxylic acid